BrC1=CC(=C(C(=C1)C)B1OC(C(O1)(C)C)(C)C)OC 2-(4-Bromo-2-methoxy-6-methylphenyl)-4,4,5,5-tetramethyl-1,3,2-dioxaborolane